NC1=NC=CC(=C1)C1=CNC=2N=CN=C(C21)NCC2=NC=CC(=C2)N2C[C@H](N[C@H](C2)C)C 5-(2-Aminopyridin-4-yl)-N-((4-((3R,5S)-3,5-dimethylpiperazin-1-yl)pyridin-2-yl)methyl)-7H-pyrrolo[2,3-d]pyrimidin-4-amine